CC1=CC=CC(=N1)C1=NNC=C1C=1N=C2C(=CC=NC2=CC1)C=1C=NOC1 4-[6-[3-(6-methyl-2-pyridyl)-1H-pyrazol-4-yl]-1,5-naphthyridin-4-yl]isoxazole